tert-butyl N-[(3S)-1'-[5-(cyclopentyloxy)pyrazin-2-yl]-1,3-dihydrospiro[indene-2,4'-piperidin]-3-yl]carbamate C1(CCCC1)OC=1N=CC(=NC1)N1CCC2(CC1)CC1=CC=CC=C1[C@H]2NC(OC(C)(C)C)=O